2-[[(1R,2S,5R)-5-methyl-2-prop-2-ylcyclohexane-carbonyl]amino]acetic acid ethyl ester C(C)OC(CNC(=O)[C@H]1[C@@H](CC[C@H](C1)C)C(C)C)=O